O1C2C(C(C1)C(C(=O)[O-])CSCCCC1=CC(=C(C=C1)O)O)OCC2C(C(=O)[O-])CSCCCC2=CC(=C(C=C2)O)O hexahydrofuro[3,2-b]furan-3,6-diylbis(3-((3-(3,4-dihydroxyphenyl) propyl) thio) propanoate)